ClC=1CN(SC1Cl)CCCCCCCC 4,5-dichloro-N-octyl-4-isothiazolin